5-fluoro-2-((3S,4S,5R)-4-fluoro-3,5-dimethylpiperidin-1-yl)-6-((1-methyl-2-oxo-3-(((S)-2-oxooxazolidin-4-yl)methyl)-2,3-dihydro-1H-benzo[d]imidazol-5-yl)amino)nicotinonitrile FC=1C(=NC(=C(C#N)C1)N1C[C@@H](C([C@@H](C1)C)F)C)NC1=CC2=C(N(C(N2C[C@@H]2NC(OC2)=O)=O)C)C=C1